C(C=C)(=O)N=[N+]=[N-] acrylic azide